2-[(2S)-pentan-2-yloxy]benzamide C[C@@H](CCC)OC1=C(C(=O)N)C=CC=C1